tert-butyl-(R)-4-(4,6-dichloro-2-((2-isopropyl-4-methylpyridin-3-yl)amino)nicotinoyl)piperazine-1-carboxylic acid tert-butyl ester C(C)(C)(C)OC(=O)N1[C@@H](CN(CC1)C(C1=C(N=C(C=C1Cl)Cl)NC=1C(=NC=CC1C)C(C)C)=O)C(C)(C)C